NC(C(=O)O)CNS(=O)(=O)C1=CC(=NC=C1)Br 2-amino-3-[(2-bromopyridine-4-sulfonyl)amino]propanoic acid